5-(phenyl)-7-(trifluoromethyl)pyrazolo[1,5-a]pyrimidine C1(=CC=CC=C1)C1=NC=2N(C(=C1)C(F)(F)F)N=CC2